7-methyl-3,4-dihydro-2H-1-naphthalenone CC1=CC=C2CCCC(C2=C1)=O